FC1=C(C=CC=C1)NC(C1=CC=C(C=C1)C1=NOC(=N1)C(F)(F)F)=O N-(2-fluoro-phenyl)-4-[5-(trifluoromethyl)-1,2,4-oxadiazol-3-yl]benzamide